((diethoxyphosphoryl)fluoromethyl)benzo[b]thiophene-2-carboxylic acid allyl ester C(C=C)OC(=O)C1=C(C2=C(S1)C=CC=C2)C(F)P(=O)(OCC)OCC